2-[2-[1-(hydroxymethyl)cyclobutyl]pyrazolo[3,4-b]pyridin-6-yl]-3-methyl-5-(trifluoromethyl)phenol OCC1(CCC1)N1N=C2N=C(C=CC2=C1)C1=C(C=C(C=C1C)C(F)(F)F)O